2-[1-[2-chloro-4-[[5-(2,3-difluoro-4-methoxy-phenyl)-1-methyl-imidazole-2-carbonyl]amino]benzoyl]-4-piperidinyl]ethyl-trimethyl-ammonium ClC1=C(C(=O)N2CCC(CC2)CC[N+](C)(C)C)C=CC(=C1)NC(=O)C=1N(C(=CN1)C1=C(C(=C(C=C1)OC)F)F)C